3-((5-oxo-4-(4-(trifluoromethyl)benzyl)-1,2,4,5,8,9-hexahydroimidazo[1,2-a]pyrido[3,4-e]pyrimidin-7(6H)-yl)methyl)benzonitrile O=C1N(C=2N(C3=C1CN(CC3)CC=3C=C(C#N)C=CC3)CCN2)CC2=CC=C(C=C2)C(F)(F)F